FC(C1=CC2=C(SC(=C2)B(O)O)C=C1)(F)F (5-TRIFLUOROMETHYLBENZO[B]THIOPHEN-2-YL)BORONIC ACID